cyanomethyl (S)-2-((tert-butoxy carbonyl)amino)-3-(4-(6-cyanopyridin-2-yl)-[2,4'-bithiazol]-2'-yl)propanoate C(C)(C)(C)OC(=O)N[C@H](C(=O)OCC#N)CC=1SC=C(N1)C=1SC=C(N1)C1=NC(=CC=C1)C#N